C(C)(=O)C1=NN(C(N1C)=O)CCCC(=O)O 4-(3-Acetyl-4-methyl-5-oxo-4,5-dihydro-1H-1,2,4-triazol-1-yl)butanoic acid